(E)-Coniferylalcohol C(\C=C\C1=CC(OC)=C(O)C=C1)O